(E)-2-Ethyl-5-styrylbenzene-1,3-diol C(C)C1=C(C=C(C=C1O)\C=C\C1=CC=CC=C1)O